FC1=NC(=CC=C1NC1=CC=CC=C1)OC fluoro-6-methoxy-N-phenyl-pyridin-3-amine